2,5-dimethylterephthalaldehyde CC1=C(C=O)C=C(C(=C1)C=O)C